C(C)(C)(C)OC(=O)N1C(CC(CC1)(F)F)C1=NC(=NC=C1C)C(=O)OC Methyl 4-(1-(tert-butoxycarbonyl)-4,4-difluoropiperidin-2-yl)-5-methylpyrimidine-2-carboxylate